C(C)(C)(C)OC(=O)N1C[C@@H]2COC3=C(CN2CC1)C(=C(C(=C3Cl)C3=C(C=CC=C3O)F)Cl)OC (12AR)-8,10-dichloro-9-(2-fluoro-6-hydroxyphenyl)-7-methoxy-3,4,12,12a-tetrahydro-6H-pyrazino[2,1-c][1,4]benzoxazepine-2(1H)-carboxylic acid tert-butyl ester